C(C)(=O)N[C@@H]1CC[C@H](CC1)CN1CCC(CC1)C1=CN(C2=CN=CC=C21)C2=C(C(=O)N(C)C(C)C)C=C(C=C2)F 2-(3-(1-(1-(trans-4-acetamidocyclohexyl)methyl)piperidin-4-yl)-1H-pyrrolo[2,3-c]pyridin-1-yl)-5-fluoro-N-isopropyl-N-methylbenzamide